C(C)(C)(C)C(C(=O)OC1CCC(CC1)C1=C(C=CC=C1)OC)CCCCCCCCCSC(C)C 4-(2-methoxyphenyl)cyclohexanol tert-butyl-11-(isopropylthio)undecanoate